BrC1=C(C=C2C(=NC(=NC2=C1F)Cl)C1C=2N(CCCN1)N=C(C2C)C(=O)NC)F (7-bromo-2-chloro-6,8-difluoroquinazolin-4-yl)-N,3-dimethyl-5,6,7,8-tetrahydro-4H-pyrazolo[1,5-a][1,4]diazepine-2-carboxamide